O1CCCOC2=C1C=CC(=C2)C=O 3,4-dihydro-2H-1,5-benzodioxepin-7-carbaldehyde